(R)-3-((6-((R)-1-(4-fluorophenyl)ethyl)-3-methyl-1,2,4-triazin-5-yl)amino)pyrrolidine-1-carboxylic acid tert-butyl ester C(C)(C)(C)OC(=O)N1C[C@@H](CC1)NC=1N=C(N=NC1[C@H](C)C1=CC=C(C=C1)F)C